FC1=CC=C(C=C1)C1NCCCC1NCC=1C(=NC=C(C1)I)OC 2-(4-fluorophenyl)-N-((5-iodo-2-methoxypyridin-3-yl)methyl)piperidin-3-amine